CC=1C(=C(C(=O)O)C=CC1)C1NCCN(C1)C methyl-(4-methylpiperazin-2-yl)benzoic acid